Monomethylmaleimide CC=1C(=O)NC(C1)=O